decahydro-4A-methyl-1-methylene-7-(1-methylvinyl)naphthalene tert-butyl-4-[5-chloro-2-(1-hydroxy-1-methyl-ethyl)phenyl]-4-hydroxy-piperidine-1-carboxylate C(C)(C)(C)OC(=O)N1CCC(CC1)(O)C1=C(C=CC(=C1)Cl)C(C)(C)O.CC12CCCC(C2CC(CC1)C(=C)C)=C